FC(OC1=NC(=NN2C1=C(C=C2)C=2C=CC=1N(C2)C=CN1)NC1CCC(CC1)(O)C)F (1s,4s)-4-((4-(difluoromethoxy)-5-(imidazo[1,2-a]pyridin-6-yl)pyrrolo[2,1-f][1,2,4]triazin-2-yl)amino)-1-methylcyclohexan-1-ol